COCOC=1C(=CC2=CN(N=C2C1C)C)C1=NC=2C=CN(C(C2C=C1)=O)C1CC(N(C(C1)C)C(=O)OC(C)(C)C)C tert-butyl 4-[2-[6-(methoxymethoxy)-2,7-dimethyl-indazol-5-yl]-5-oxo-1,6-naphthyridin-6-yl]-2,6-dimethyl-piperidine-1-carboxylate